((6-(5-fluoro-2-((4-(4-(dimethylamino)piperidin-1-yl)phenyl)amino)-6-cyclopropyl-7H-pyrrolo[2,3-d]pyrimidin-7-yl)pyridin-2-yl)imino)dimethyl-λ6-sulfanone FC1=C(N(C=2N=C(N=CC21)NC2=CC=C(C=C2)N2CCC(CC2)N(C)C)C2=CC=CC(=N2)N=S(=O)(C)C)C2CC2